(1S,2r)-2-((S)-5-bromo-8-((1-isopropyl-1H-1,2,3-triazol-4-yl)methoxy)-1-((6-oxo-5-azaspiro[2.4]hept-5-yl)methyl)-1,2,3,4-tetrahydroisoquinoline-2-carbonyl)cyclohexane-1-carboxylic acid BrC1=C2CCN([C@@H](C2=C(C=C1)OCC=1N=NN(C1)C(C)C)CN1CC2(CC2)CC1=O)C(=O)[C@H]1[C@H](CCCC1)C(=O)O